C(C)(C)(CC(C)(C)C)O t-octyl alcohol